4-(5-bromopyridin-2-yl)thiomorpholin-1-oxide BrC=1C=CC(=NC1)N1CCS(CC1)=O